3-(3,3-dimethyl-1-(methylsulfonyl)indolin-6-yl)-1-((2-(((3R,4S)-3-fluorotetrahydro-2H-pyran-4-yl)amino)pyridin-4-yl)methyl)-5,5-dimethylimidazolidine-2,4-dione CC1(CN(C2=CC(=CC=C12)N1C(N(C(C1=O)(C)C)CC1=CC(=NC=C1)N[C@@H]1[C@H](COCC1)F)=O)S(=O)(=O)C)C